C(=O)C1=CC=C(C(=O)O)C=C1 L-4-formylbenzoic acid